C(C)(C)(C)C1=CC=C(C=C1)C(C)(C)C1=CC(=NC=C1)N1C2=CC=CC=C2C=2C=CC(=CC12)O 9-(4-(2-(4-(tert-butyl)phenyl)propan-2-yl)pyridin-2-yl)-9H-carbazol-2-ol